C[N+](C)(C)C1C2CC3CC(CC1C3)C2 N,N,N-trimethyl-2-adamantylammonium